3,5-diiodosalicylyl chloride IC1=C(C(C(Cl)Cl)=CC(=C1)I)O